OCCNC1=NC=2N(C(N(C(C2N1CC1=CC=C(C=C1)OC(F)(F)F)=O)C)=O)C 8-((2-hydroxyethyl)amino)-1,3-dimethyl-7-(4-(trifluoromethoxy)benzyl)-3,7-dihydro-1H-purine-2,6-dione